tert-butyl 4-[[4-[(Z)-2-(dimethylamino) vinyl]-2-[6-(methoxymethoxy)-2,7-dimethyl-indazol-5-yl]pyrimidine-5-carbonyl]amino]-2-methyl-piperidine-1-carboxylate CN(\C=C/C1=NC(=NC=C1C(=O)NC1CC(N(CC1)C(=O)OC(C)(C)C)C)C1=CC2=CN(N=C2C(=C1OCOC)C)C)C